tert-butyl (R)-2-ethyl-4-methyl-6,7-dihydrothiazolo[5,4-c]pyridine-5(4H)-carboxylate C(C)C=1SC=2[C@H](N(CCC2N1)C(=O)OC(C)(C)C)C